[N+](=O)([O-])C=1C(=NC=CC1)NC1=CC=C(CNC(OC(C)(C)C)=O)C=C1 tert-butyl (4-((3-nitropyridin-2-yl)amino)benzyl)carbamate